Cl.C(CCC)S(=O)(=O)N[C@@H](CC1=CC=C(C=C1)OCCCCC1=CC=NC=C1)C(=O)O N-(butylsulfonyl)-O-[4-(4-pyridyl)butyl]-L-tyrosine hydrochloride